N,N'-di-[3-(o-methoxybenzenesulfonyloxy)phenyl]urea COC1=C(C=CC=C1)S(=O)(=O)OC=1C=C(C=CC1)NC(=O)NC1=CC(=CC=C1)OS(=O)(=O)C1=C(C=CC=C1)OC